1-(1,1,2,2,2-Pentadeuteroethylsulfonyl)-4-vinyl-benzene [2H]C(C([2H])([2H])[2H])(S(=O)(=O)C1=CC=C(C=C1)C=C)[2H]